BrC=1C=CC=2N(C1)C=C(N2)C(C)F 6-bromo-2-(1-fluoroethyl)imidazo[1,2-a]pyridine